C(C)OC(=O)C=1C=NC2=NC(=CC=C2C1Cl)OC 4-Chloro-7-methoxy-1,8-naphthyridine-3-carboxylic acid ethyl ester